2,6-Dimethyl-1,4-phenylene diacetate C(C)(=O)OC1=C(C=C(C=C1C)OC(C)=O)C